N-((1H-benzo[d]imidazol-2-yl)methyl)-5,6,7,8-tetrahydroquinolin-8-amine N1C(=NC2=C1C=CC=C2)CNC2CCCC=1C=CC=NC21